rac-(1r,2r,3s,4r,5s)-5-hydroxy-N-(3-(trifluoromethyl)phenyl)-3-(2-(trifluoromethyl)pyrimidin-5-yl)-7-oxabicyclo[2.2.1]heptane-2-carboxamide O[C@@H]1[C@H]2[C@@H]([C@H]([C@@H](C1)O2)C(=O)NC2=CC(=CC=C2)C(F)(F)F)C=2C=NC(=NC2)C(F)(F)F |r|